N-(1-naphthyl)-N-phenylacrylamide C=CC(=O)N(C1=CC=CC=C1)C2=CC=CC3=CC=CC=C32